N-(2,6-dichlorophenyl)-4-ethoxy-2-(methylthio)pyrimidine-5-carboxamide phosphorus(IV) [P+4].ClC1=C(C(=CC=C1)Cl)NC(=O)C=1C(=NC(=NC1)SC)OCC